tert-Butyl N-[(6R,12R)-6,10-dihydroxy-12-methyl-6,15-bis(trifluoromethyl)-13,19-dioxa-3,4,18-triazatricyclo[12.3.1.12,5]nonadeca-1(18),2,4,14,16-pentaen-17-yl]carbamate O[C@]1(C2=NN=C(C=3C(=CC(=C(O[C@@H](CC(CCC1)O)C)N3)C(F)(F)F)NC(OC(C)(C)C)=O)O2)C(F)(F)F